pyridin-3-yl 4,6-di-O-acetyl-3-[4-(3,4,5-trifluorophenyl)-1H-1,2,3-triazol-1-yl]-3-deoxy-2-O-methyl-1-thio-α-D-galactopyranoside C(C)(=O)O[C@@H]1[C@@H]([C@H]([C@@H](SC=2C=NC=CC2)O[C@@H]1COC(C)=O)OC)N1N=NC(=C1)C1=CC(=C(C(=C1)F)F)F